α-allyl-γ-caprolactone C(C=C)C1C(=O)OC(C1)CC